N-(2-morpholin-4-yl-2-thiophen-2-ylethyl)-3,5-dinitrobenzamide N1(CCOCC1)C(CNC(C1=CC(=CC(=C1)[N+](=O)[O-])[N+](=O)[O-])=O)C=1SC=CC1